(±)-tert-butyl (1S,3R,5R)-3-((6-chloropyridazin-3-yl)(methyl)amino)-6,6-difluoro-8-azabicyclo[3.2.1]octane-8-carboxylate ClC1=CC=C(N=N1)N([C@@H]1C[C@H]2CC([C@@H](C1)N2C(=O)OC(C)(C)C)(F)F)C |r|